C(C)(=O)N1[C@H]([C@@H]([C@H](C2=CC(=CC=C12)F)NC(OCC1=CC=CC=C1)=O)C)C1CC1 benzyl ((2S,3R,4R)-1-acetyl-2-cyclopropyl-6-fluoro-3-methyl-1,2,3,4-tetrahydroquinolin-4-yl)carbamate